3-chloropropyltrimethoxysilane ClCCC[Si](OC)(OC)OC